C(C)OC1=C(C=CC=C1)NC(=S)N N-(2-ethoxyphenyl)thiourea